imidazo[1,2-c]Pyrimidine-8-thiol sodium [Na].N=1C=CN2C=NC=C(C21)S